4-(4-(tert-butyl)benzyl)-N-hydroxy-3-oxo-3,4-dihydro-2H-benzo[b][1,4]oxazine-6-carboxamide C(C)(C)(C)C1=CC=C(CN2C3=C(OCC2=O)C=CC(=C3)C(=O)NO)C=C1